O=C1NC(CCC1N1C(C2=CC=C(C=C2C1)O[C@H]1CN(C[C@@H](C1)OCC)C(=O)NC)=O)=O (3R,5R)-3-((2-(2,6-Dioxopiperidin-3-yl)-1-oxoisoindolin-5-yl)oxy)-5-ethoxy-N-methylpiperidine-1-carboxamide